ClC=1N=CC=C2C1SC(=C2)C2=C(C(=NC(=C2C(=O)NN)COC2=CC=C(C=C2)F)CC(C)C)C(=O)N 4-(7-chlorothieno[2,3-c]pyridin-2-yl)-5-(diazanyl-carbonyl)-6-{[(4-fluorophenyl)oxy]methyl}-2-(2-methylpropyl)pyridine-3-carboxamide